2-(4-hydroxy-3-propoxyphenyl)chromane-3,5,7-triol OC1=C(C=C(C=C1)C1OC=2C=C(C=C(C2CC1O)O)O)OCCC